(4-((1-(2,4-diaminopteridin-6-yl)ethyl)(methyl)amino)benzoyl)glutamic acid NC1=NC2=NC=C(N=C2C(=N1)N)C(C)N(C1=CC=C(C(=O)N[C@@H](CCC(=O)O)C(=O)O)C=C1)C